1-(4-amino-7-(3-(2-aminoethyl)benzyl)-2-(ethoxymethyl)-1H-imidazo[4,5-c]quinolin-1-yl)-2-methylpropan-2-ol NC1=NC=2C=C(C=CC2C2=C1N=C(N2CC(C)(O)C)COCC)CC2=CC(=CC=C2)CCN